NCCC=1SC=C(N1)C(=O)OC methyl 2-(2-aminoethyl)-1,3-thiazole-4-carboxylate